N-[[4-(hydroxymethyl)-1-[4-(trifluoromethoxy)phenyl]pyrazolo[3,4-b]pyridin-3-yl]methyl]prop-2-enamide OCC1=C2C(=NC=C1)N(N=C2CNC(C=C)=O)C2=CC=C(C=C2)OC(F)(F)F